N-hydroxy-6-(4-((4-oxo-3,4-dihydroquinazolin-2-yl)amino)phenyl)hexanamide ONC(CCCCCC1=CC=C(C=C1)NC1=NC2=CC=CC=C2C(N1)=O)=O